OC=1C=C(C=CC1OC)/C=C/C(=O)C1=CC=C(OCC#N)C=C1 2-[4-[(E)-3-(3-Hydroxy-4-methoxyphenyl)prop-2-enoyl]phenoxy]acetonitrile